BrC1=NN(C(=C1)C(=O)NC1=C(C=C(C=C1C)Cl)C(NC(C)C1CC1)=O)C1=NC=CC=C1Cl 3-bromo-N-(4-chloro-2-(1-cyclopropylethylcarbamoyl)-6-methylphenyl)-1-(3-chloropyridin-2-yl)-1H-pyrazole-5-carboxamide